N1(CCCCC1)CCC(=O)O 1-Piperidine-propanoic acid